C1(CC1)C=1C=C(C=2N(C1)C=C(N2)CN2C(C1=CC=CC=C1C2=O)=O)CC(C(=O)OCC)(C)C ethyl 3-(6-cyclopropyl-2-((1,3-dioxoisoindolin-2-yl)methyl)imidazo[1,2-a]pyridin-8-yl)-2,2-dimethylpropanoate